N-((1-(3-((2-Fluorophenyl)amino)phenyl)-1H-1,2,3-triazol-4-yl)methyl)-2-(trifluoromethyl)pyridin-4-amine FC1=C(C=CC=C1)NC=1C=C(C=CC1)N1N=NC(=C1)CNC1=CC(=NC=C1)C(F)(F)F